4-(4'-chloro-5,5-dimethyl-3,4,5,6-tetrahydro-[1,1'-Biphenyl]-2-carbonyl)piperazine-1-carboxylic acid tert-butyl ester C(C)(C)(C)OC(=O)N1CCN(CC1)C(=O)C1=C(CC(CC1)(C)C)C1=CC=C(C=C1)Cl